FC1=CC=C(CN(C(=O)NCC2=CC=C(C=C2)OCC(C)C)C2CN(CC2)C)C=C1 1-(4-fluorobenzyl)-3-(4-isobutoxybenzyl)-1-(1-methylpyrrolidin-3-yl)urea